S(=O)(=O)(O)C1=C(C(=O)O)C=CC=C1C(=O)O.[Na] sodium sulfoisophthalic acid